FC1CC(N(C1)C(=O)C12CC(C1)(C2)CN2C(C=C(C=C2)C#N)=O)C2=CC(=CC=C2)F 1-((3-(4-Fluoro-2-(3-fluorophenyl)pyrrolidine-1-carbonyl)bicyclo[1.1.1]pentan-1-yl)methyl)-2-oxo-1,2-dihydropyridine-4-carbonitrile